C(C(=O)C[C@@H](O)[C@H](O)[C@H](O)CO)(=O)O 3-deoxyarabinoheptulosonic acid